4-(2-hydroxyethoxy)benzamide OCCOC1=CC=C(C(=O)N)C=C1